BrC1=C(C=C2C(N(C(NC2=C1)=O)C1=CN=CC2=CC=C(C=C12)OC)=O)F 7-bromo-6-fluoro-3-(6-methoxy-4-isoquinolyl)-1H-quinazoline-2,4-dione